tert-butyl 8-bromo-3,4-dihydro-1H-isoquinoline-2-carboxylate BrC=1C=CC=C2CCN(CC12)C(=O)OC(C)(C)C